NC=1C=C(N(C1)CCCCCCN=[N+]=[N-])C(=O)OCC ethyl 4-amino-1-(6-azidohexyl)pyrrole-2-carboxylate